4-(3,6-dichloropyridazin-4-yl)-3,3-dimethylmorpholine ClC=1N=NC(=CC1N1C(COCC1)(C)C)Cl